(E)-2-hydroxy-2-methylpropyl 3-(1-(3,5-bis(trifluoromethyl) benzyl)-1H-pyrrolo[2,3-b]pyridin-3-yl)-2-cyanoacrylate FC(C=1C=C(CN2C=C(C=3C2=NC=CC3)/C=C(/C(=O)OCC(C)(C)O)\C#N)C=C(C1)C(F)(F)F)(F)F